N-(6-(3-(benzofuran-5-sulfonylamino)-2,6-difluorophenyl)quinazolin-2-yl)pivaloamide O1C=CC2=C1C=CC(=C2)S(=O)(=O)NC=2C(=C(C(=CC2)F)C=2C=C1C=NC(=NC1=CC2)NC(C(C)(C)C)=O)F